ClC1=CC(=C(C=C1Cl)C(NS(=O)C(C)(C)C)[C@@H]1CN(CC1)C(=O)[C@@H]1OC(OC1)(C)C)OCC=C N-[[4,5-dichloro-2-(prop-2-en-1-yloxy)phenyl][(3S)-1-[(4R)-2,2-dimethyl-1,3-dioxolane-4-carbonyl]pyrrolidin-3-yl]methyl]-2-methylpropane-2-sulfinamide